C(C)(C)OCC(O)C=1C=C2C(=NC1)N(N=C2)C2=CC(=CC=C2)C2=NN=CN2C2OCCCC2 2-isopropoxy-1-[1-[3-(4-tetrahydropyran-2-yl-1,2,4-triazol-3-yl)phenyl]pyrazolo[3,4-b]pyridin-5-yl]ethanol